tert-butyl (4-amino-phenyl)-(2-diethylaminoethyl)-carboxylate NC1=CC=C(C=C1)C(CC(=O)OC(C)(C)C)N(CC)CC